FC1(CCN(CC1)C=1C(=NC2=CC(=CC(=C2N1)C(C)NC1=C(C(=O)O)C=CC=C1)C)C)F 2-((1-(3-(4,4-difluoropiperidin-1-yl)-2,7-dimethylquinoxalin-5-yl)ethyl)amino)benzoic acid